1-(tert-butyl) 2-methyl 3,4-dimethyl-1H-indole-1,2-dicarboxylate CC1=C(N(C2=CC=CC(=C12)C)C(=O)OC(C)(C)C)C(=O)OC